P(=O)(O)(O)OC[C@H]([C@H](CC=O)O)O 5-phospho-deoxyribose